N-{5-[(1-{4-[(3R)-2,6-DIOXOPIPERIDIN-3-YL]PHENYL}PIPERIDIN-4-YL)METHYL]-5-AZASPIRO[3.5]NONAN-8-YL}-1-[6-(2-HYDROXYPHENYL)PYRIDAZIN-4-YL]-4-(3-METHOXYPHENYL)PIPERIDINE-4-CARBOXAMIDE O=C1NC(CC[C@@H]1C1=CC=C(C=C1)N1CCC(CC1)CN1C2(CCC2)CC(CC1)NC(=O)C1(CCN(CC1)C1=CN=NC(=C1)C1=C(C=CC=C1)O)C1=CC(=CC=C1)OC)=O